5-(chloromethyl)-2,4-dimethylthiazole ClCC1=C(N=C(S1)C)C